nickel manganese glycinate salt NCC(=O)[O-].[Mn+2].[Ni+2].NCC(=O)[O-].NCC(=O)[O-].NCC(=O)[O-]